C1=CC=C(C(=C1)[N+](=O)[O-])SC[C@@H](C(=O)O)N S-(o-nitrophenyl)-L-cysteine